ClC=1C=C2C=C(C(NC2=CC1)=O)C1=C(C=CC=C1)Cl 6-chloro-(2'-chlorophenyl)-2-quinolinone